ascorbic acid sodium salt [Na+].O=C1C(O)=C([O-])[C@H](O1)[C@@H](O)CO